C(C)(C)(C)OC(=O)[C@@H]1N[C@H]([C@]([C@H]1C1=CC(=CC=C1)Cl)(C#N)C1=C(C=C(C=C1)Cl)F)CC(CC)(C)C (2R,3R,4R,5S)-4-(4-chloro-2-fluorophenyl)-3-(3-chlorophenyl)-4-cyano-5-(2,2-dimethylbutyl)pyrrolidine-2-carboxylic acid tert-butyl ester